C[C@@H]1CCNC(CCN2N=CC(C3=NNC=4C=CC(O1)=CC34)=C2)=O (12R)-12-methyl-13-oxa-4,5,9,18,19-pentaazatetracyclo[12.5.2.12,5.017,20]docosa-1(19),2(22),3,14(21),15,17(20)-hexaen-8-one